(S)-N-((R)-(3-chloro-2,4-difluorophenyl)(1-(1-(trifluoromethyl)cyclopropyl)piperidin-4-yl)methyl)-2-oxoimidazolidine-4-carboxamide ClC=1C(=C(C=CC1F)[C@H](NC(=O)[C@H]1NC(NC1)=O)C1CCN(CC1)C1(CC1)C(F)(F)F)F